5-aminopentaldehyde NCCCCC=O